C1(=CC=C(C=C1)C=1C=CC2=C(N(C(=N2)C)C)C1)C1=CC=CC=C1 6-([1,1'-Biphenyl]-4-yl)-1,2-Dimethyl-1H-benzo[d]Imidazol